anti-sulphate S(=O)(=O)([O-])[O-]